(S)-N-(2-(4,4-difluoropiperidin-1-yl)-6-methoxy-7-(3-(pyrrolidin-1-yl)propoxy)quinazolin-4-yl)-2-isopropoxy-N'-methylethane-1,1-diamine FC1(CCN(CC1)C1=NC2=CC(=C(C=C2C(=N1)N[C@@H](COC(C)C)NC)OC)OCCCN1CCCC1)F